1-benzyl-3-(1-cyclohexenylmethyl)-5-methylbenzene C(C1=CC=CC=C1)C1=CC(=CC(=C1)C)CC1=CCCCC1